5-bromo-2,3-dimethylaniline BrC=1C=C(C(=C(N)C1)C)C